OC=1C=C(/C=C/C(=O)O)C=CC1 Trans-3-hydroxycinnamic acid